2-Methyl-propane-2-sulfinic acid {3-[6-amino-8-(6-iodo-3-oxo-indan-5-ylsulfanyl)-purin-9-yl]-propyl}-amide NC1=C2N=C(N(C2=NC=N1)CCCNS(=O)C(C)(C)C)SC=1C=C2C(CCC2=CC1I)=O